ClC1=CC=C(C=N1)CN(C(CC1N(C(CC1)=O)CC1=CC=C(C=C1)C)=O)C N-[(6-chloropyridin-3-yl)methyl]-N-methyl-2-[1-[(4-methylphenyl)methyl]-5-oxopyrrolidin-2-yl]acetamid